2-(2-((3r,4r)-3-amino-4-fluoropiperidin-1-yl)-5,6-difluoro-1H-benzo[d]imidazol-1-yl)-1-(azacyclooctan-1-yl)ethan-1-one (2,6-Dimethylphenyl)phosphate CC1=C(C(=CC=C1)C)OP(=O)(O)O.N[C@@H]1CN(CC[C@H]1F)C1=NC2=C(N1CC(=O)N1CCCCCCC1)C=C(C(=C2)F)F